(7-(6-(1-hydroxybutyl)-4-methylpyridazin-3-yl)-2,6-naphthyridin-3-yl)cyclopropanecarboxamide OC(CCC)C1=CC(=C(N=N1)C1=NC=C2C=C(N=CC2=C1)C1(CC1)C(=O)N)C